C(C(C)(C)C)N1C(=C(C=2C1=NC=CC2)C(F)(F)F)C(=O)OC methyl 1-neopentyl-3-(trifluoromethyl)-1H-pyrrolo[2,3-B]pyridine-2-carboxylate